4-(p-tolyloxy)-1,1'-biphenyl C1(=CC=C(C=C1)OC1=CC=C(C=C1)C1=CC=CC=C1)C